CC1=C(C(NC(=C1)C)=O)CNC(=O)C=1C(=C(C=C(C1)C=1C=NC(=CC1)CN1CCOCC1)N(C1CCC(CC1)NC(OC(C)(C)C)=O)C)C tert-butyl ((1r,4r)-4-((3-(((4,6-dimethyl-2-oxo-1,2-dihydropyridin-3-yl)methyl)carbamoyl)-2-methyl-5-(6-(morpholinomethyl)pyridin-3-yl)phenyl)(methyl)-amino)cyclohexyl)carbamate